ClC1=NC(=CC(=N1)NC1CC2(CN(C2)C(=O)OCC2=CC=CC=C2)C1)C(=O)OC benzyl 6-((2-chloro-6-(methoxycarbonyl) pyrimidin-4-yl) amino)-2-azaspiro[3.3]heptane-2-carboxylate